dimethyl Bromophthalate BrC1=C(C(C(=O)OC)=CC=C1)C(=O)OC